2-((2',3'-Dichloro-6-methoxy-[2,4'-bipyridin]-5-yl)methyl)-2,6-diazaspiro[3.4]octan-7-one ClC1=NC=CC(=C1Cl)C1=NC(=C(C=C1)CN1CC2(C1)CNC(C2)=O)OC